8-[(4-bromo-5-fluoro-2-methylphenyl)methyl]-3-fluoroimidazo[1,2-a]pyrazine-6-carboximidamide BrC1=CC(=C(C=C1F)CC=1C=2N(C=C(N1)C(N)=N)C(=CN2)F)C